FC=1C=C2C(C(=O)N(C2=O)C(C(=O)O)C(=O)O)=CC1 2-(4-fluorophthalimido)malonic acid